C(C=C)(=O)[O-].C(C=C)(=O)[O-].C(CCC)[Sn+2]CCCC dibutyl-tin diacrylate